BrC1=CC2=C(CCS2(=O)=O)C=C1 6-bromo-2,3-dihydro-1λ6-benzothiophene-1,1-dione